O1C(OC2C1CC=1C=CC=CC12)C(C)=O 1-{2H,3aH,8H,8aH-indeno[1,2-d][1,3]dioxol-2-yl}ethan-1-one